(+)-2-carene CC1=C[C@H]2[C@H](C2(C)C)CC1